(E)-6-hydroxy-1-methylcyclooct-4-ene-1-carboxylic acid OC1/C=C/CCC(CC1)(C(=O)O)C